CSC1=CC=C(C=C1)SC1=C(N=NN1)C(=O)O 5-((4-(methylthio)phenyl)thio)-1H-1,2,3-triazole-4-carboxylic acid